2-ethyl-2-methylimidazol C(C)C1(N=CC=N1)C